tert-Butyl 4-[4-(2-bromoethyl)phenoxy]piperidine-1-carboxylate BrCCC1=CC=C(OC2CCN(CC2)C(=O)OC(C)(C)C)C=C1